ClC1=C(COC=2C(=NN(C2)C2=CC(=NC=C2)NC2=CC=CC=C2)C(=O)N)C=CC(=C1)CO (2-chloro-4-(hydroxymethyl)benzyloxy)-1-(2-(phenylamino)pyridin-4-yl)-1H-pyrazole-3-carboxamide